3-Chloro-6-(6-chloro-difluorobenzo[d][1,3]dioxol-5-yl)picolinic acid ClC=1C(=NC(=CC1)C1=C(C2=C(OC(O2)F)C=C1Cl)F)C(=O)O